rel-(S)-2-(6-fluoro-2-oxo-1,4-dihydroquinazolin-3(2H)-yl)-4-methylpentanoic acid FC=1C=C2CN(C(NC2=CC1)=O)[C@H](C(=O)O)CC(C)C |o1:12|